C(#N)C1=C(C=CC=2N=C(SC21)NC(=O)C2CC2)OC2=CC(=C(C=C2)F)NC(CC2=CC=CC=C2)=O N-(7-cyano-6-(4-fluoro-3-(2-phenylacetylamino)phenoxy)benzo[d]thiazol-2-yl)cyclopropanecarboxamide